(2S)-1-benzyloxycarbonylpyrrolidine-2-carboxylic acid C(C1=CC=CC=C1)OC(=O)N1[C@@H](CCC1)C(=O)O